isopropylidenebis(2-chlorophenol) C(C)(C)(C=1C(=C(C=CC1)O)Cl)C=1C(=C(C=CC1)O)Cl